CN(CCOC1=CC=C(C=C1)C=1NC(=C(N1)C=1C=C2CCCC2=CC1)C1=CC=NC=C1)C 5-[2-[4-[2-(dimethyl-amino)ethoxy]phenyl]-5-pyridin-4-yl-1H-imidazol-4-yl]-2,3-dihydroinden